C(C)(CCC)OC(C=C)=O s-Pentylacrylat